1,2,5-thiadiazolo[3,4-d]pyrimidine N=1SN=C2N=CN=CC21